CN(C1=CC=C(C=C1)C=1N(C(=NN1)SC1=CC=C(C(=O)NO)C=C1)C)C 4-[[5-[4-(dimethylamino)phenyl]-4-methyl-1,2,4-triazol-3-yl]mercapto]benzohydroxamic acid